7-[1-(2-hydroxyethyl)piperidin-4-yl]-9-methyl-2-(2-methyl-2H-indazol-5-yl)-4H-pyrido[1,2-a]pyrimidin-4-one OCCN1CCC(CC1)C=1C=C(C=2N(C(C=C(N2)C2=CC3=CN(N=C3C=C2)C)=O)C1)C